C(=O)(OC(C)(C)C)N1CC(C1)I 1-BOC-3-iodoazetidine